N1N=NC=2N=CC=3C=CC=CC3C21 [1,2,3]triazolo[4,5-c]isoquinoline